N-{3-[2-(4-chloro-3-fluorophenoxy)acetamido]bicyclo[1.1.1]pentan-1-yl}-3-(difluoromethoxy)benzamide ClC1=C(C=C(OCC(=O)NC23CC(C2)(C3)NC(C3=CC(=CC=C3)OC(F)F)=O)C=C1)F